CC1(N(CCN(C1)C=1C=NN2C1C=CC(=C2)C=2C=NN(C2)C)C(=O)O[C@H](C)C2=CC=C(C=C2)C)C (R)-1-(p-tolyl)ethyl 2,2-dimethyl-4-(6-(1-methyl-1H-pyrazol-4-yl)pyrazolo[1,5-a]pyridin-3-yl)piperazine-1-carboxylate